C1(CC1)C1=NC(=NO1)C=1C=C(C(=NC1)C1=NC2=C(N=NC(=C2)C(CC)(F)F)N1C)SCC 5-(5-cyclopropyl-1,2,4-oxadiazol-3-yl)-2-[3-(1,1-difluoropropyl)-7-methyl-7H-imidazo[4,5-c]pyridazin-6-yl]-3-(ethylsulfanyl)pyridine